ClC=1C=C(C=NC1)C=1C=C2C3(C(N(CC2=CN1)C1=C(C(=CC(=C1F)OC)OC)F)=O)CC3 6'-(5-chloropyridin-3-yl)-2'-(2,6-difluoro-3,5-dimethoxyphenyl)-1'h-spiro[cyclopropane-1,4'-[2,7]naphthyridine]-3'(2'h)-one